C(O[C@H]1CCC2=C(C=CC(=C12)F)C(NC1=CC(=C(C=C1)F)Cl)=O)(OC)=O (S)-4-((3-chloro-4-fluorophenyl)carbamoyl)-7-fluoro-2,3-dihydro-1H-inden-1-yl methyl carbonate